methyl-5-methyluracil CC1=C(C(NC(N1)=O)=O)C